6-(1-isopropyl-1H-1,2,3-triazol-5-yl)pyridin-2-amine C(C)(C)N1N=NC=C1C1=CC=CC(=N1)N